N-(4-(4-cyanophenyl)oxazol-2-yl)butanamide C(#N)C1=CC=C(C=C1)C=1N=C(OC1)NC(CCC)=O